FC(OC1=C(C=C(C(=N1)N1CCN(CC1)C)NC(C=C)=O)NC1=NC=NC(=C1)N1OCC[C@@H]1C1=CC(=CC=C1)OC1=CC=CC=C1)F (R)-N-(6-(difluoro-methoxy)-2-(4-methylpiperazin-1-yl)-5-((6-(3-(3-phenoxyphenyl)-isoxazolidin-2-yl)-pyrimidin-4-yl)-amino)pyridin-3-yl)acrylamide